3-[[4-[(E)-3-[3-[(4-Methylbenzoyl)amino]phenyl]prop-2-enoyl]phenyl]sulfonylamino]propanoic acid CC1=CC=C(C(=O)NC=2C=C(C=CC2)/C=C/C(=O)C2=CC=C(C=C2)S(=O)(=O)NCCC(=O)O)C=C1